CN(/C=C/C(=O)C1=C(N=C2N1C=CC=C2)F)C (E)-3-(Dimethylamino)-(fluoroimidazo[1,2-a]pyridin-3-yl)prop-2-en-1-one